tert-Butyl 3-[8-[(1R)-1-[(2-tert-butoxycarbonyl-6-chloro-3-pyridyl)amino]ethyl]-3,6-dimethyl-4-oxo-chromen-2-yl]-6,7-dihydro-4H-pyrazolo[1,5-a]pyrazine-5-carboxylate C(C)(C)(C)OC(=O)C1=NC(=CC=C1N[C@H](C)C=1C=C(C=C2C(C(=C(OC12)C=1C=NN2C1CN(CC2)C(=O)OC(C)(C)C)C)=O)C)Cl